phenyl-1-propene C1(=CC=CC=C1)C=CC